C(C)(=O)O[C@H]1C=C([C@H]2OC(O[C@H]21)(C)C)CO (3aS,4S,6aR)-6-(hydroxymethyl)-2,2-dimethyl-3a,6a-dihydro-4H-cyclopenta[d][1,3]dioxol-4-yl acetate